The molecule is a triterpenoid saponin that is the tetrasaccharide derivative of oleanolic acid. Isolated from the roots of Pulsatilla chinensis, it exhibits antineoplastic activity. It has a role as an antineoplastic agent and a plant metabolite. It is a pentacyclic triterpenoid, a tetrasaccharide derivative and a triterpenoid saponin. It derives from an oleanolic acid. It derives from a hydride of an oleanane. C[C@H]1[C@@H]([C@H]([C@H]([C@@H](O1)O[C@@H]2[C@H]([C@H](CO[C@H]2O[C@H]3CC[C@]4([C@H](C3(C)C)CC[C@@]5([C@@H]4CC=C6[C@]5(CC[C@@]7([C@H]6CC(CC7)(C)C)C(=O)O)C)C)C)O)O)O)O[C@H]8[C@@H]([C@H]([C@@H]([C@H](O8)CO)O[C@H]9[C@@H]([C@H]([C@@H]([C@H](O9)CO)O)O)O)O)O)O